(S)-3-Bromo-2-(5-fluoropyridin-2-yl)-6-methyl-6,7-dihydro-4H-pyrazolo[5,1-c][1,4]oxazine BrC=1C(=NN2C1CO[C@H](C2)C)C2=NC=C(C=C2)F